{1-[2,6-difluoro-4-(6-isopropoxy-pyrazin-2-yl)-phenyl]-pyrrolidin-3-yl}-acetic acid FC1=C(C(=CC(=C1)C1=NC(=CN=C1)OC(C)C)F)N1CC(CC1)CC(=O)O